S(=O)(=O)(C1=CC=C(C)C=C1)N1C=CC=2C1=NC=C(C2)C=C 1-tosyl-5-vinyl-1H-pyrrolo[2,3-b]Pyridine